7,9-dihydro-8H-purin-8-one hydrochloride Cl.N1=CN=C2NC(NC2=C1)=O